O.O[C@@]1(C2=CC=CC=C2C=2C(=CC(=CC12)OCCC(C)(C)O)C=1C=NN(C1)C(C(=O)N)(C)C)C(F)(F)F 2-{4-[(9R)-9-hydroxy-2-(3-hydroxy-3-methylbutoxy)-9-(trifluoromethyl)-9H-fluoren-4-yl]-1H-pyrazol-1-yl}-2-methylpropanamide monohydrate